BrC=1C=C(C(=NC1)Cl)[C@@H](C=1N=NN(C1)C1CCN(CC1)C(C)(C)C)NC=1C=C2C(=C(C=NC2=C(C1)Cl)C#N)NC1=CC(=C(C=C1)F)Cl (S)-6-(((5-bromo-2-chloropyridin-3-yl)(1-(1-(tert-butyl)piperidin-4-yl)-1H-1,2,3-triazol-4-yl)methyl)amino)-8-chloro-4-((3-chloro-4-fluorophenyl)amino)quinoline-3-carbonitrile